ClC1=NC(=CC2=C1N(C=N2)C(C)C)C2=CC=C1C(=C2)N(C(C12CCN(CC2)C(=O)OC(C)(C)C)=O)C2CC(C2)N2CCCCC2 tert-butyl 6-{4-chloro-3-isopropylimidazo[4,5-c]pyridin-6-yl}-2-oxo-1-[(1s,3s)-3-(piperidin-1-yl)cyclobutyl]spiro[indole-3,4'-piperidine]-1'-carboxylate